1-tert-butyl-3-(4-ethanesulfonamidophenyl)-5-(methylamino)-1H-pyrazole-4-carboxamide C(C)(C)(C)N1N=C(C(=C1NC)C(=O)N)C1=CC=C(C=C1)NS(=O)(=O)CC